2,6-Dimethyl-4-nonylphenol CC1=C(C(=CC(=C1)CCCCCCCCC)C)O